3-(2-bromoethoxy)propionic acid BrCCOCCC(=O)O